CC=1C=C(C=C(C1C(F)(F)F)B1OC(C(O1)(C)C)(C)C)NC(OC(C)(C)C)=O tert-butyl N-[3-methyl-5-(4,4,5,5-tetramethyl-1,3,2-dioxaborolan-2-yl)-4-(trifluoromethyl)phenyl]carbamate